NC1=C2C(=NC=N1)N(N=C2C2=CC=C(C=C2)OC2=CC=CC=C2)C2CCC(CC2)NC([C@H](CCC)N(C)C)=O (S)-N-(4-(4-amino-(4-phenoxyphenyl)-1H-pyrazolo[3,4-d]pyrimidin-1-yl)cyclohexyl)-2-(dimethylamino)-pentanamide